C(N)(=O)C1=NN(C(=N1)C)C=1C=C2C=CN(C2=CC1)CC1=CC=C(C=C1)C=1C[C@@H]2[C@@H](CN(C2)C(=O)OC(C)(C)C)C1 racemic-(cis)-tert-butyl 5-(4-((5-(3-carbamoyl-5-methyl-1H-1,2,4-triazol-1-yl)-1H-indol-1-yl)methyl)phenyl)-3,3a,4,6a-tetrahydrocyclopenta[c]pyrrole-2(1H)-carboxylate